C1(=CC(=CC=C1)C[C@@H]1N(CC2(CC2)[C@@H]1NS(=O)(=O)C(C)C)C(=O)[C@@H]1OCC1)C1=CC=CC=C1 N-((6S,7S)-6-([1,1'-biphenyl]-3-ylmethyl)-5-((R)-oxetane-2-carbonyl)-5-azaspiro[2.4]heptan-7-yl)propane-2-sulfonamide